O1CCC2=C1C(=CC=C2)CCCC(=O)O 4-(2,3-dihydro-1-benzofuran-7-yl)butanoic acid